COC1=CC=CC=2NC(OC21)=S 7-methoxybenzo[d]oxazole-2(3H)-thione